OC(C(=O)[O-])CCCCCCCCCCCCCC 2-Hydroxyhexadecanoate